COC1=NC=C(C=C1)NC(=O)C1CC1 N-(2-methoxy-5-pyridyl)cyclopropanecarboxamide